C1=CC=CC=2CC3=CC=CC=C3C(C12)CN 1-(9,10-dihydroanthracen-9-yl)methanamine